N[C@@H](C(C)C)C(=O)N L-Valinamide